2-(2-ethoxy-2-oxoethyl)-4,5-dihydroxybenzoic acid C(C)OC(CC1=C(C(=O)O)C=C(C(=C1)O)O)=O